9-isopropyl-7,10-dioxo-N-(pyridin-3-yl)-6-(4-(trifluoromethyl)benzyl)-2,6,9-triazaspiro[4.5]-decane-2-carboxamide C(C)(C)N1CC(N(C2(CCN(C2)C(=O)NC=2C=NC=CC2)C1=O)CC1=CC=C(C=C1)C(F)(F)F)=O